[2-(aminomethyl)pyrimidin-5-yl]-2,6-dimethylpiperazine-1-carboxylic acid tert-butyl ester C(C)(C)(C)OC(=O)N1C(CNCC1C)(C)C=1C=NC(=NC1)CN